2,3,6-trichloro-5-iodo-pyridin-4-amine ClC1=NC(=C(C(=C1Cl)N)I)Cl